COC=1C=C(C=CC1OC)B(O)O 3,4-dimethoxyphenyl-boronic acid